N-α-chloroacetyl-valine ClCC(=O)N[C@@H](C(C)C)C(=O)O